ClC1=NN(C=C1CC=1C=2C3=C(C(NC3=CC1)=O)C=CC2)C2CCN(CC2)C(=O)OC(C)(C)C tert-Butyl 4-(3-Chloro-4-((2-oxo-1,2-dihydrobenzo[cd]indol-6-yl)methyl)-1H-pyrazol-1-yl)piperidine-1-carboxylate